O[C@@H]1C[C@H](CCC1)N(C1=C2C(=NC=C1C(=O)OCC)NC=C2)C ethyl 4-(((1S,3S)-3-hydroxycyclohexyl)(methyl)amino)-1H-pyrrolo[2,3-b]pyridine-5-carboxylate